4,4-dioctylcyclopentathiophene C(CCCCCCC)C1(C=CC2=C1C=CS2)CCCCCCCC